N-(2-chloroethyl)-[1,1'-biphenyl]-4-sulfonamide ClCCNS(=O)(=O)C1=CC=C(C=C1)C1=CC=CC=C1